C(CCCCCCCCCCCCCCCCC)C1=C(C=CC=C1)P(C1=CC=CC=C1)C1=CC=CC=C1 octadecyltriphenylphosphine